methyl 8-nitro-1,2,4a,5-tetrahydro-4H-benzo[b][1,4]oxazino[4,3-d][1,4]oxazine-9-carboxylate [N+](=O)([O-])C=1C(=CC2=C(OCC3N2CCOC3)C1)C(=O)OC